N,N-bis(3-methoxybenzyl)-4-((4-methoxyphenethyl)methyl)thiazol-2-amine COC=1C=C(CN(C=2SC=C(N2)CCCC2=CC=C(C=C2)OC)CC2=CC(=CC=C2)OC)C=CC1